ClC1=C(C=CC=C1)C=1N=C(SC1)NC(=O)C1=CC=C(C=N1)N1CC2(CN(C2)C(=O)OCCCC)C1 butyl 6-(6-((4-(2-chlorophenyl)thiazol-2-yl)carbamoyl)pyridin-3-yl)-2,6-diazaspiro[3.3]heptane-2-carboxylate